methyl 3,5-dichloro-4-hydroxybenzoate ClC=1C=C(C(=O)OC)C=C(C1O)Cl